N1=C(N=CC2=C1CNCC2)NC=2C=NC=1CCN(CC1C2)CC(F)(F)F N-{5H,6H,7H,8H-pyrido[3,4-d]pyrimidin-2-yl}-6-(2,2,2-trifluoroethyl)-5,6,7,8-tetrahydro-1,6-naphthyridin-3-amine